N[C@H](CCCN(CCO)CC)C (S)-(+)-2-(4-aminopentyl-(ethyl)amino)ethanol